C[C@H]1CN(C[C@@H](O1)C1=NNC=C1)C1=NC=CC(=N1)C1=CN=C2N1C=C(C=C2)C(F)(F)F (2S,6R)-2-methyl-6-(1H-pyrazol-3-yl)-4-(4-(6-(trifluoromethyl)imidazo[1,2-a]pyridin-3-yl)pyrimidin-2-yl)morpholine